C(CC)N(CC(O)C1=CNC2=NC=C(C=C21)OC)CCC 2-(dipropylamino)-1-(5-methoxy-1H-pyrrolo[2,3-b]pyridin-3-yl)ethan-1-ol